CC1=NC(=CC(=C1)N1CC2C(C1)CN(C2)CC[C@H]2OC(C1(C2)CCCCC1)=O)C (S)-3-(2-(5-(2,6-Dimethylpyridin-4-yl)hexahydropyrrolo[3,4-c]pyrrol-2(1H)-yl)ethyl)-2-oxaspiro[4.5]decan-1-on